C1(CCCCC1)OC1=NC(=NC=C1)NC1=CC=2C(=BOC2)C=C1 5-((4-(cyclohexyloxy)pyrimidin-2-yl)amino)benzo[c][1,2]oxaborol